trimethylolethane tris(mercaptopropionate) SC(C(=O)O)C.SC(C(=O)O)C.SC(C(=O)O)C.C(O)C(C)(CO)CO